N-((1-(4-((tert-butyldimethylsilyl)oxy)butyl)-1H-pyrazol-5-yl)methyl)-5-(2-fluoropyridin-3-yl)-1-isopropyl-N-(4-methoxybenzyl)-3-methyl-1H-pyrazolo[4,3-b]pyridin-7-amine [Si](C)(C)(C(C)(C)C)OCCCCN1N=CC=C1CN(C1=C2C(=NC(=C1)C=1C(=NC=CC1)F)C(=NN2C(C)C)C)CC2=CC=C(C=C2)OC